CSC=1C=C(N)C=CC1OC1=CC=CC=C1 3-(methylsulfanyl)-4-phenoxyaniline